Nα-methyl-L-lysine CN[C@@H](CCCCN)C(=O)O